C(C1=CC=CC=C1)N1CCC(CC1)F 1-benzyl-4-fluoropiperidin